methyl (3-(3-cyano-5-fluorophenoxy)-2-((octadecyloxy)methyl)propyl) hydrogen phosphate P(=O)(OC)(OCC(COC1=CC(=CC(=C1)F)C#N)COCCCCCCCCCCCCCCCCCC)O